CN(C(CN)(C)C)C N2,N2,2-trimethylpropane-1,2-diamine